C1(CCC2=CC=CC=C12)NC1CCC2=CC=CC=C12 bis(2,3-dihydro-1H-inden-1-yl)amine